C1=NC(=CC=2CCNCC12)C(=O)O 5,6,7,8-tetrahydro-2,7-naphthyridine-3-carboxylic acid